butyl-1-methylpyrazolo[3,4-d]pyrimidine C(CCC)C1=NN(C2=NC=NC=C21)C